N-(4-benzoylphenyl)-7-(3,3,3-trifluoro-2,2-dihydroxypropanamido)heptanamide C(C1=CC=CC=C1)(=O)C1=CC=C(C=C1)NC(CCCCCCNC(C(C(F)(F)F)(O)O)=O)=O